6-(4-chlorophenyl)-2-(3,5-difluorophenyl)-3-oxo-2,3,4,5-tetrahydropyridazine-4-carboxylic acid methyl ester COC(=O)C1C(N(N=C(C1)C1=CC=C(C=C1)Cl)C1=CC(=CC(=C1)F)F)=O